(4-propylphenyl)methyl N-{[2-(2,6-dioxopiperidin-3-yl)-3-oxo-2,3-dihydro-1H-isoindol-5-yl]methyl}carbamate O=C1NC(CCC1N1CC2=CC=C(C=C2C1=O)CNC(OCC1=CC=C(C=C1)CCC)=O)=O